2-((1s,2s)-2-aminocyclopentyl)-5-chloro-N-(thiophen-2-ylmethyl)thieno[3,2-b]pyridin-7-amine N[C@@H]1[C@H](CCC1)C1=CC2=NC(=CC(=C2S1)NCC=1SC=CC1)Cl